N-(((1S,3S)-3-aminocyclopentyl)methyl)-6,7-dihydrospiro[cyclopenta[d]pyrazolo[1,5-a]pyrimidine-5,1'-cyclopentane]-8-amine dihydrochloride Cl.Cl.N[C@@H]1C[C@H](CC1)CNC1=C2C(=NC=3N1N=CC3)C3(CCCC3)CC2